2-(1-acryloyl-4-(7-(7-chloroindolin-1-yl)-2-((1-methylpyrrolidin-2-yl)methoxy)-5,6,7,8-tetrahydroquinazolin-4-yl)piperazin-2-yl)acetonitrile C(C=C)(=O)N1C(CN(CC1)C1=NC(=NC=2CC(CCC12)N1CCC2=CC=CC(=C12)Cl)OCC1N(CCC1)C)CC#N